NCC1OCC1N(C)C (aminomethyl)-N,N-dimethyloxetan-3-amine